[1,1-biphenyl-2-yl]palladium (II) C1(=C(C=CC=C1)[Pd+])C1=CC=CC=C1